(R)-5-(5-(1-(3,5-dimethylpyridazin-4-yl)ethoxy)-6-methoxy-1H-indazol-3-yl)-2-(2-oxa-6-azaspiro[3.3]heptan-6-yl)nicotinonitrile CC=1N=NC=C(C1[C@@H](C)OC=1C=C2C(=NNC2=CC1OC)C=1C=NC(=C(C#N)C1)N1CC2(COC2)C1)C